C(C)(C)(CC)N[SiH](C)C tert-amylaminodimethylsilane